C1=CC=C2C(=C1)C3=CC=CC=C3C2=NN Fluorenone hydrazone